NC1=C(C=CC=2CCCC(C12)=O)OCCN(C(C(=C)C)=O)C N-(2-((1-amino-8-oxo-5,6,7,8-tetrahydronaphthalen-2-yl)oxy)ethyl)-N-methylmethacrylamide